C(C)(C)C=1N=C(SC1C(=O)NC(C)C1=CC(=CC=C1)OC(F)(F)F)N(C1CCOCC1)C 4-Isopropyl-2-(methyl-tetrahydro-pyran-4-yl-amino)-N-[1-[3-(trifluoromethyloxy)-phenyl]-ethyl]-thiazole-5-carboxylic acid amide